6-((2S)-2,5-diamino-4-fluoropentyl)-5,8-dihydrobenzo[5,6]azepino[3,4-b]indol-7(6H)-one hydrochloride salt Cl.N[C@H](CN1C(C=2NC=3C=CC=CC3C2C2=C(C1)C=CC=C2)=O)CC(CN)F